FC=1C=C(C=CC1C(NOCCN1CCN(CC1)C)=O)N\C(=C\1/C(NC2=CC(=CC=C12)C(=O)OC)=O)\C1=CC=CC=C1 (Z)-Methyl 3-(((3-fluoro-4-((2-(4-methylpiperazin-1-yl)ethoxy)carbamoyl)phenyl)amino)(phenyl)methylene)-2-oxoindoline-6-carboxylate